1,1,4,4,4-hexafluorobutane-2,3-dione C(=O)(C(=O)C(F)(F)F)C(F)(F)F